5-[7-(2-aminoethoxy)-1-fluoro-3-hydroxynaphthalen-2-yl]-1λ6,2,5-thiadiazolidine-1,1,3-trione NCCOC1=CC=C2C=C(C(=C(C2=C1)F)N1CC(NS1(=O)=O)=O)O